C(C)(C)[C@@H]1N(C(OC1)=O)C(\C=C\C1=CC=C(C=C1)C(F)(F)F)=O (S,E)-4-isopropyl-3-(3-(4-(trifluoromethyl)phenyl)acryloyl)oxazolidin-2-one